ClC1(C=2C=3C=CC=CC3[SiH2]C2C=CC1)C1=CC=CC=C1 5-chloro-5-phenyl-9H-9-silafluorene